FC(CN1N=CC=2C1=NC(=CN2)N[C@H]2C[C@H]1CN(C[C@H]1CC2)C=2C(=NC=CC2)C(F)(F)F)F 1-(2,2-difluoroethyl)-N-((3aR,5R,7aS)-2-(2-(trifluoromethyl)pyridin-3-yl)octahydro-1H-isoindol-5-yl)-1H-pyrazolo[3,4-b]pyrazin-6-amine